(+)-6-(4-chlorophenyl)-2-(3-fluorophenyl)-N-[(3R)-3-hydroxybutyl]-3-oxo-2,3-dihydropyridazine-4-carboxamide ClC1=CC=C(C=C1)C=1C=C(C(N(N1)C1=CC(=CC=C1)F)=O)C(=O)NCC[C@@H](C)O